N-{(1R)-1-[3-(3,5-dimethyl-1H-pyrazol-4-yl)phenyl]ethyl}-6,7-dimethoxy-2-methylquinazolin-4-amine CC1=NNC(=C1C=1C=C(C=CC1)[C@@H](C)NC1=NC(=NC2=CC(=C(C=C12)OC)OC)C)C